6-[[[6-(4-fluorophenyl)-8-methoxy-quinazolin-4-yl]amino]methyl]-1H-pyridin-2-one FC1=CC=C(C=C1)C=1C=C2C(=NC=NC2=C(C1)OC)NCC1=CC=CC(N1)=O